OCCNC(C1=CC(=CC=C1)C=1C=CC=2N(N1)C(=CN2)C2=CC=CC=C2)=O N-(2-hydroxyethyl)-3-(3-phenylimidazo[1,2-b]pyridazin-6-yl)benzamide